FC1=C(C(=CC2=CC=C(C=C12)OC(C)C)O)N1CC(NS1(=O)=O)=O 5-{1-fluoro-3-hydroxy-7-[(propan-2-yl)oxy]naphthalen-2-yl}-1λ6,2,5-thiadiazolidine-1,1,3-trione